3-(2-methoxy-4-(trifluoromethyl)phenyl)-6-methylpyridazine COC1=C(C=CC(=C1)C(F)(F)F)C=1N=NC(=CC1)C